N1N=NC(=C1)NC(=O)[O-] triazole-carbamate